(4-chlorophenyl)-2-(pyridin-3-yl)-6-(4-(pyrimidin-2-yl)piperazin-1-yl)pyrimidine ClC1=CC=C(C=C1)C1=NC(=NC(=C1)N1CCN(CC1)C1=NC=CC=N1)C=1C=NC=CC1